1-(benzo[c]isothiazol-5-yl)ethan-1-ol N=1SC=C2C1C=CC(=C2)C(C)O